FC1(CC(C1)N1C(C2=C(C(=C1)C(=O)N[C@H](C)C1=CC(=CS1)C1=C(C=CC=C1)CN(C(OCC1=CC=CC=C1)=O)C)N(N=C2)C2OCCCC2)=O)F benzyl N-[(2-{5-[(1R)-1-{[5-(3,3-difluorocyclobutyl)-1-(oxan-2-yl)-4-oxo-1H,4H,5H-pyrazolo[4,3-c]pyridin-7-yl]formamido}ethyl]thiophen-3-yl}phenyl)methyl]-N-methylcarbamate